4-(4-(3-(5-(difluoromethyl)pyridin-2-yl)-3,8-diazabicyclo[3.2.1]octan-8-yl)-4-oxobutyl)phthalazin-1(2H)-one FC(C=1C=CC(=NC1)N1CC2CCC(C1)N2C(CCCC2=NNC(C1=CC=CC=C21)=O)=O)F